(2r,3r)-2-[(S)-1-[3,5-bis(trifluoromethyl)phenyl]ethoxy]-3-(4-fluorophenyl)-morpholine hydrochloride Cl.FC(C=1C=C(C=C(C1)C(F)(F)F)[C@H](C)O[C@@H]1[C@H](NCCO1)C1=CC=C(C=C1)F)(F)F